7,10-di-tert-butyldibenzo[f,h]-isoquinolin-1-ol C(C)(C)(C)C1=CC=2C(=C3C=CN=C(C3=C3C2C=C(C=C3)C(C)(C)C)O)C=C1